cyclohexylmethyl-(2-oxocyclohexyl)sulfonium triflate [O-]S(=O)(=O)C(F)(F)F.C1(CCCCC1)C[SH+]C1C(CCCC1)=O